(1R,2S,4R,6R)-2-(4-bromophenyl)-4-ethoxy-6-((2-fluoro-4-(trifluoromethyl)phenyl)carbamoyl)cyclohexane-1-carboxylic acid BrC1=CC=C(C=C1)[C@@H]1[C@H]([C@@H](C[C@@H](C1)OCC)C(NC1=C(C=C(C=C1)C(F)(F)F)F)=O)C(=O)O